N1C=NC2=C1C=CC(=C2)N2C(NCC2C2=CC=C(C=C2)C2=CSC(=C2)C)=O 1-(1H-benzimidazol-5-yl)-5-[4-(5-methylthiophen-3-yl)phenyl]imidazolidin-2-one